ClC1=NC(=C2N=CN(C2=N1)C)NC=1C(=NN(C1)CCCN1CCN(CC1)C(=O)OC(C)(C)C)OC tert-butyl 4-[3-[4-[(2-chloro-9-methyl-purin-6-yl)amino]-3-methoxy-pyrazol-1-yl]propyl]piperazine-1-carboxylate